Cl.FC1=C(C=CC(=C1)F)[C@H](C)N (S)-1-(2,4-difluorophenyl)ethane-1-amine hydrochloride